ethyl 5-methyl-1-(3-methylbut-2-yl)-1H-pyrazole-4-carboxylate CC1=C(C=NN1C(C)C(C)C)C(=O)OCC